ClC1=NC=CC(=C1)OC1=C2C(=NN(C2=CC=C1)C1CCOCC1)C ((2-chloropyridin-4-yl)oxy)-3-methyl-1-(tetrahydro-2H-pyran-4-yl)-1H-indazole